(S)-N-(7-((3-hydroxyoxetan-3-yl)ethynyl)-5-methyl-4-oxo-2,3,4,5-tetrahydrobenzo[b][1,4]oxazepin-3-yl)-4-(pyridin-3-yloxy)pyridineamide OC1(COC1)C#CC1=CC2=C(OC[C@@H](C(N2C)=O)NC(=O)C2=NC=CC(=C2)OC=2C=NC=CC2)C=C1